ClC1=C(C=CC=C1)[C@H]1CC[C@H](CC1)OC[C@@H]1NCCC[C@@H]1NS(=O)(=O)C N-(cis-2-(((cis-4-(2-chlorophenyl)cyclohexyl)oxy)-methyl)piperidin-3-yl)methanesulfonamide